C(C)(C)C1=CC=2C(C3=CC=CC=C3SC2C(=C1)C(C)C)=O 2,4-diisopropylthioxanthone